Methyl 3-(N-(4-chloro-5-cyano-2-(thiazol-2-yl)phenyl)sulfamoyl)-4-cyclopropylbenzoate ClC1=CC(=C(C=C1C#N)NS(=O)(=O)C=1C=C(C(=O)OC)C=CC1C1CC1)C=1SC=CN1